FC1=C(C=CC(=C1)C(F)(F)F)CNC1CN(C1)C(=O)N1C[C@@H](CC1)N1N=NN=C1 [3-[[2-Fluoro-4-(trifluoromethyl)phenyl]methylamino]azetidin-1-yl]-[(3R)-3-(tetrazol-1-yl)pyrrolidin-1-yl]methanone